(E)-N1-(4-methylbenzylidene)-N4-(4-((4-nitrophenyl)amino)phenyl)benzene-1,4-diamine CC1=CC=C(\C=N\C2=CC=C(C=C2)NC2=CC=C(C=C2)NC2=CC=C(C=C2)[N+](=O)[O-])C=C1